N-(3-fluoro-4-((3-iodo-1-(4-methoxybenzyl)-1H-pyrazolo[3,4-b]-pyridin-4-yl)oxy)phenyl)-2-(4-fluorophenyl)-6-methyl-3-oxo-2,3-dihydropyridazine-4-carboxamide FC=1C=C(C=CC1OC1=C2C(=NC=C1)N(N=C2I)CC2=CC=C(C=C2)OC)NC(=O)C=2C(N(N=C(C2)C)C2=CC=C(C=C2)F)=O